O1CCOC2=C1C=CC=C2O 2,3-dihydro-1,4-benzodioxin-5-ol